C(CCCCCCCCCC)(=O)OCCCCCCCCCCCCCC undecanoic acid, tetradecyl ester